FC1=CC(=C(C=C1F)NC1=NC(=NC=N1)NC=1C(=CC(=C(C1)NC(C=C)=O)N1[C@H](CCC1)CN(C)C)OC)C(C)(CC)O N-(5-(4-(4,5-difluoro-2-(2-hydroxybutan-2-yl)phenylamino)-1,3,5-triazin-2-ylamino)-2-((R)-2-((dimethylamino)methyl)pyrrolidin-1-yl)-4-methoxyphenyl)acrylamide